FC(OC[C@@H](C1=CC(=CC=C1)OC(F)F)NC(C[C@@H](C1(CC1)C(F)(F)F)O)=O)F (S)-N-((R)-2-(difluoromethoxy)-1-(3-(difluoromethoxy)phenyl)ethyl)-3-hydroxy-3-(1-(trifluoro-methyl)cyclopropyl)propanamide